N1=C(C=CC=C1)[C@@H](C)NC(=O)C=1C=2C[C@H]3[C@@H](C2N(N1)C1=C(C=C(C=C1)F)F)C3 (1aS,5aS)-2-(2,4-Difluoro-phenyl)-1a,2,5,5a-tetrahydro-1H-2,3-diaza-cyclopropa[a]pentalene-4-carboxylic acid ((R)-1-pyridin-2-yl-ethyl)-amide